FC(C=1C=C(C=CC1)CCOC(NC1=CC=C(C=C1)[C@@H]1CNCC1)=O)(F)F |r| (RS)-(4-Pyrrolidin-3-yl-phenyl)-carbamic acid 2-(3-trifluoromethyl-phenyl)-ethylester